4-{2-[({4-[2-(2-aminopyridin-3-yl)-5-(pyridin-2-yl)imidazo[4,5-b]pyridin-3-yl]phenyl}methyl)amino]ethyl}-2-hydroxybenzaldehyde NC1=NC=CC=C1C1=NC=2C(=NC(=CC2)C2=NC=CC=C2)N1C1=CC=C(C=C1)CNCCC1=CC(=C(C=O)C=C1)O